ClC=1C(=C(C=CC1)NC1=C(NC2=C1C(NCC2)=O)C2=NC(=NC=C2)NC2CC(C2)(F)F)OC 3-[(3-chloro-2-methoxyphenyl)amino]-2-[2-[(3,3-difluorocyclobutyl)amino]pyrimidin-4-yl]-1H,5H,6H,7H-pyrrolo[3,2-c]pyridin-4-one